NC1=CC=C(C=C1)C1=NC(=NC(=N1)N)N (4-aminophenyl)-1,3,5-triazine-2,4-diamine